C(#N)C=1C(=CC2=C(N(C([C@H](CS2)NC(OC(C)(C)C)=O)=O)CC2=CC=C(C=C2)OC2CCCC2)C1)F tert-butyl N-[(3R)-7-cyano-5-[[4-(cyclopentoxy)phenyl]methyl]-8-fluoro-4-oxo-2,3-dihydro-1,5-benzothiazepin-3-yl]carbamate